C1N(CCC12CCOCC2)[C@H]2[C@@H](CCC2)OC=2C=C1CN(C(C1=CC2)=O)C2C(NC(CC2)=O)=O 3-(5-(((1R,2R)-2-(8-oxa-2-azaspiro[4.5]decan-2-yl)cyclopentyl)oxy)-1-oxoisoindolin-2-yl)piperidine-2,6-dione